FC(C(=O)O)(F)F.ClC1=CC=C(CN2CC(=CC2)C2=CC(=NC=C2)C=2NC(=C(N2)C)C)C=C1 4-(1-(4-Chlorobenzyl)-2,5-dihydro-1H-pyrrol-3-yl)-2-(4,5-dimethyl-1H-imidazol-2-yl)pyridine trifluoroacetate salt